NC1=NC=C(C(=C1)SC=1C=2N(C(=NC1)N1CCC3([C@@H]([C@@H](OC3)C)N)CC1)C=NN2)Cl (3S,4S)-8-(8-((2-amino-5-chloropyridin-4-yl)thio)-[1,2,4]triazolo[4,3-c]pyrimidin-5-yl)-3-methyl-2-oxa-8-azaspiro[4.5]decan-4-amine